4-{[6-chloro-3-(trifluoromethyl)-1-{[2-(trimethylsilyl)ethoxy]methyl}-1H-pyrrolo[2,3-b]pyridin-4-yl]oxy}-2,5-difluoroaniline ClC1=CC(=C2C(=N1)N(C=C2C(F)(F)F)COCC[Si](C)(C)C)OC2=CC(=C(N)C=C2F)F